N-(2-(cyclopentyl(2-methoxyethyl)amino)ethyl)-6-methyl-5-((1-methyl-6-((1-methyl-1H-pyrazol-4-yl)amino)-1H-pyrazolo[3,4-d]pyrimidin-3-yl)amino)nicotinamide C1(CCCC1)N(CCNC(C1=CN=C(C(=C1)NC1=NN(C2=NC(=NC=C21)NC=2C=NN(C2)C)C)C)=O)CCOC